4-(tetrahydrofuran-3-yl)-1H-1,2,3-triazol O1CC(CC1)C=1N=NNC1